N-butyl-2-[[2-[[2-[2,3-dichloro-4-(2-methylprop-2-enoyl)phenoxy]acetyl]amino]-6-tricyclo[9.4.0.03,8]pentadeca-1(11),3(8),4,6,12,14-hexaenyl]oxy]acetamide C(CCC)NC(COC=1C=CC=2C(C=3C=CC=CC3CCC2C1)NC(COC1=C(C(=C(C=C1)C(C(=C)C)=O)Cl)Cl)=O)=O